tert-butyl (((tert-butoxycarbonyl)amino)(3-(3-(4-nonyl-3-(trifluoromethyl)phenyl)-1,2,4-oxadiazol-5-yl)azetidin-1-yl)methylene)carbamate C(C)(C)(C)OC(=O)NC(N1CC(C1)C1=NC(=NO1)C1=CC(=C(C=C1)CCCCCCCCC)C(F)(F)F)=NC(OC(C)(C)C)=O